1-[(4-methyl-quinazolin-2-yl)methyl]-3-methyl-7-(2-butyn-1-yl)-8-(3-(R)-amino-piperidin-1-yl)-xanthin CC1=NC(=NC2=CC=CC=C12)CN1C(=O)N(C=2N=C(N(C2C1=O)CC#CC)N1C[C@@H](CCC1)N)C